C(=O)NC(=O)N N-formyl-urea